2,8-bis(phenanthrolin-5-yl)dibenzofuran N1=CC=CC2=C(C=C3C=CC=NC3=C12)C1=CC2=C(OC3=C2C=C(C=C3)C3=C2C=CC=NC2=C2N=CC=CC2=C3)C=C1